di-t-butyl diperoxyterephthalate C(C1=CC=C(C(=O)OOC(C)(C)C)C=C1)(=O)OOC(C)(C)C